5-(12-methyl-3,4,8a,9,11,12-hexahydro-1H-pyrazino[2',1':3,4][1,4]oxazepino[7,6-H]isoquinolin-10(2H,8H,14H)-yl)quinoline-8-carbonitrile CC1CN(CC2COC3=CC=C4CCNCC4=C3CN21)C2=C1C=CC=NC1=C(C=C2)C#N